methyl 5-[[4-[((trans)-2-cyanocyclopentyl)amino]-5-methyl-pyrimidin-2-yl]amino]-2-(5,5-dimethyl-1,3,2-dioxaborinan-2-yl)-3-methyl-benzoate C(#N)[C@H]1[C@@H](CCC1)NC1=NC(=NC=C1C)NC=1C=C(C(=C(C(=O)OC)C1)B1OCC(CO1)(C)C)C